methyl (2S)-2-amino-3-phenyl-propanoate N[C@H](C(=O)OC)CC1=CC=CC=C1